8-(1-cyclopropyl-1H-indol-4-yl)-7-fluoro-1,4,4,9-tetramethyl-5H-[1,2,4]triazolo[4,3-a]quinoxaline C1(CC1)N1C=CC2=C(C=CC=C12)C1=C(C=C2NC(C=3N(C2=C1C)C(=NN3)C)(C)C)F